C(C1=CC=CC=C1)N(C)CC1=CC(=NC(=N1)N)NC=1C=C2C=CN=CC2=CC1 6-((Benzyl(methyl)amino)methyl)-N4-(isoquinolin-6-yl)pyrimidine-2,4-diamine